C(C)(C)C1=CC=C(C=C1)CC(C)C 3-(4-isopropylphenyl)-2-methylpropan